N-(3-trimethoxysilylpropyl)-5-hydroxydecanamide CO[Si](CCCNC(CCCC(CCCCC)O)=O)(OC)OC